CC1C(NC2=CC=CC=C12)=O 3-methyloxindole